N-(5-(4-(5-chloro-4-fluoro-2-(2-hydroxypropan-2-yl)phenylamino)pyrimidin-2-ylamino)-2-(3-(dimethylamino)pyrrolidin-1-yl)-4-methoxyphenyl)acrylamide ClC=1C(=CC(=C(C1)NC1=NC(=NC=C1)NC=1C(=CC(=C(C1)NC(C=C)=O)N1CC(CC1)N(C)C)OC)C(C)(C)O)F